5-(4-Cyclopropyl-1H-imidazol-1-yl)-2-fluoro-N-(6-(4-isopropyl-4H-1,2,4-triazol-3-yl)pyridin-2-yl)-4-methylbenzamide C1(CC1)C=1N=CN(C1)C=1C(=CC(=C(C(=O)NC2=NC(=CC=C2)C2=NN=CN2C(C)C)C1)F)C